BrCCC#N β-bromopropionitrile